methyl (2R)-2-[4-(6-chloroquinoxalin-2-yl)oxyphenoxy]propanoate ClC=1C=C2N=CC(=NC2=CC1)OC1=CC=C(O[C@@H](C(=O)OC)C)C=C1